2-methylphthalimide CC12C(C(=O)NC1=O)C=CC=C2